C(#N)C1=C(C=C(C=C1)C(C(=O)O)N1C(N=CC1=O)=O)F (4-cyano-3-fluorophenyl)(2,5-dioxoimidazole-1-yl)acetic acid